ClC=1C(=NC=CN1)N[C@H](C(=O)N1[C@@H]([C@H]2C([C@H]2C1)(C)C)C(=O)O)C(C)(C)C (1R,2S,5S)-3-[(2S)-2-[(3-chloropyrazin-2-yl)amino]-3,3-dimethyl-butanoyl]-6,6-dimethyl-3-azabicyclo[3.1.0]hexane-2-carboxylic acid